3-fluoro-4-methoxybenzene FC=1C=CC=CC1OC